N-(7-methylamino-1-methyl-1H-indazol-3-yl)dihydropyrimidine-2,4(1H,3H)-dione CNC=1C=CC=C2C(=NN(C12)C)N1C(NC(CC1)=O)=O